C1(CC1)N1N=CC(=C1CO)C1=C(C=CC=C1Cl)Cl (1-cyclopropyl-4-(2,6-dichlorophenyl)-1H-pyrazol-5-yl)methanol